monocetyl-potassium phosphate P(=O)(O)(O)O.C(CCCCCCCCCCCCCCC)[K]